N-(2-(2-((1r,3r,5r,7r)-adamantan-2-yl)ethoxy)ethyl)-5-(4-chlorophenyl)-1-(2,4-dichlorophenyl)-4-methyl-1H-pyrazole-3-carboxamide C12C(C3CC(CC(C1)C3)C2)CCOCCNC(=O)C2=NN(C(=C2C)C2=CC=C(C=C2)Cl)C2=C(C=C(C=C2)Cl)Cl